C(CCC#C)O 4-pentynol